ClC=1C=C(C=CC1)C=1N(N=C2[C@@H](N(CCC21)C(=O)C2=CC1=NC=CC=C1O2)C)C (S)-(3-(3-chlorophenyl)-2,7-dimethyl-2,4,5,7-tetrahydro-6H-pyrazolo[3,4-c]pyridin-6-yl)(furo[3,2-b]pyridin-2-yl)methanone